C(C)(C)(C)OC(=O)N1C2CN(CC1CC2)C2=NC(=NC1=C(C(=CC=C21)Br)C)Cl.C(C2CO2)OC2=C(C=C(C=C2)C2(C1=CC=CC=C1C=1C=CC=CC21)C2=CC(=C(C=C2)OCC2CO2)OC)OC 9,9-bis(4-glycidoxy-3-methoxyphenyl)fluorene tert-butyl-3-(7-bromo-2-chloro-8-methyl-quinazolin-4-yl)-3,8-diazabicyclo[3.2.1]octane-8-carboxylate